OCC1=C(C=C(C=C1)COC1OCCCC1)C1(COCC1)O 3-(2-(Hydroxymethyl)-5-((tetrahydro-2H-pyranyl-oxy)methyl)phenyl)tetrahydrofuran-3-ol